(RS)-3-Chloro-N-(4-piperidin-3-yl-phenyl)-benzamide ClC=1C=C(C(=O)NC2=CC=C(C=C2)[C@@H]2CNCCC2)C=CC1 |r|